2-chloro-3-fluoro-4-(prop-1-en-2-yl)pyridine ClC1=NC=CC(=C1F)C(=C)C